ClC1=CC(=NC(=N1)C)C=1C(=NC(=NC1)OC)OC 6-chloro-2',4'-dimethoxy-2-methyl-4,5'-bipyrimidine